C(#N)N=C(NCCCCCCC1CN(CC1)C(=O)C=1SC=CC1)NC1=C(C=NC=C1F)F 2-cyano-1-(6-(1-(2-thienylformyl)pyrrolidine-3-yl)hexyl)-3-(3,5-difluoro-4-pyridinyl)guanidine